1'-(4-chloro-3-fluorophenyl)-1',2'-dihydrospiro[cyclopentane-1,3'-pyrrolo[3,2-b]pyridine]-5'-carbonitrile ClC1=C(C=C(C=C1)N1CC2(C3=NC(=CC=C31)C#N)CCCC2)F